C1(=CC=CC=C1)C1CCC2(CNC(N2)=O)CC1 8-phenyl-1,3-diazaspiro[4.5]Decan-2-one